(R)-4-(6-acetyl-2,6-diazaspiro[3.3]heptan-2-yl)-N-(1-(3-(difluoromethyl)-2-fluorophenyl)ethyl)-7-methyl-7H-pyrrolo[2,3-d]pyrimidine-6-carboxamide C(C)(=O)N1CC2(CN(C2)C=2C3=C(N=CN2)N(C(=C3)C(=O)N[C@H](C)C3=C(C(=CC=C3)C(F)F)F)C)C1